ClC=1C(=NC=CN1)N=C=S 3-chloro-2-isothiocyanatopyrazine